(4-cyclopropylphenyl)bicyclo[2.2.2]octane-1-carboxylic acid methyl ester COC(=O)C12C(CC(CC1)CC2)C2=CC=C(C=C2)C2CC2